tert-Butyl 3-(3,3-dicyclopropylpropoxy)pyrazole-1-carboxylate C1(CC1)C(CCOC1=NN(C=C1)C(=O)OC(C)(C)C)C1CC1